N[C@@H]1C[C@@H](CC1)NC=1C=C2C(=C(C=NC2=CN1)C#N)C1=CNC2=CC=CC=C12 6-(((1R,3S)-3-aminocyclopentyl)amino)-4-(1H-indol-3-yl)-1,7-naphthyridine-3-carbonitrile